(1S,2S)-2-(1H-benzo[d]imidazol-2-yl)-N-((S)-5-oxo-1-(6-(trifluoromethyl)pyridin-3-yl)pyrrolidin-3-yl)cyclopropane-1-carboxamide N1C(=NC2=C1C=CC=C2)[C@@H]2[C@H](C2)C(=O)N[C@@H]2CN(C(C2)=O)C=2C=NC(=CC2)C(F)(F)F